(2,6-dioxo-3-piperidinyl)-N-(2,6-dioxo-3-piperidinyl)benzothiophene-3-carboxamide 3-(2-vinylpyridin-1-ium-yl)propane-1-sulfonate C(=C)C1=[N+](C=CC=C1)CCCS(=O)(=O)[O-].O=C1NC(CCC1C=1SC2=C(C1C(=O)NC1C(NC(CC1)=O)=O)C=CC=C2)=O